F[C@H]1[C@H](C2=C(C=CC(=C2[C@H]1F)OC=1C=C(C#N)C=C(C1)F)SC(F)(F)F)O 3-[(1S,2S,3R)-2,3-difluoro-1-hydroxy-7-(trifluoromethylsulfanyl)indan-4-yl]oxy-5-fluoro-benzonitrile